C(#N)C1=C(C=C(C=C1)C)N1C(N(C(C1)C#N)C1=CN=CC2=CC=CC=C12)=O 1-(2-cyano-5-methylphenyl)-3-(isoquinolin-4-yl)-2-oxoimidazolidine-4-carbonitrile